C(C)(C)(C)OC(NCCOC1=CC=C(C=2N=C(SC21)Cl)C)=O 2-(2-chloro-4-methylbenzo[d]thiazol-7-yloxy)ethylcarbamic acid tert-butyl ester